N-(3-cyano-5-methylphenyl)acetamide C(#N)C=1C=C(C=C(C1)C)NC(C)=O